C1(=CC(=CC=C1)C1=C(C=C2C(=NC(=NC2=C1F)OCC12CCCN2CCC1)N1CCCCCC1)Cl)C1=CC=CC=C1 7-([1,1'-biphenyl]-3-yl)-4-(azepan-1-yl)-6-chloro-8-fluoro-2-((tetrahydro-1H-pyrrolizin-7a(5H)-yl)meth-oxy)quinazoline